1-cyclohexyl-3-[2-[6-(2-pyridyl)-3-pyridyl]phenyl]urea C1(CCCCC1)NC(=O)NC1=C(C=CC=C1)C=1C=NC(=CC1)C1=NC=CC=C1